C1(CCCC1)NCC1=CC=C(S1)C=1C=C(C=CC1)[C@@H](C)NC(=O)C=1C=C(C=CC1C)NC1CN(C1)CP(O)(O)=O (R)-((3-((3-((1-(3-(5-((cyclopentylamino)methyl)thiophen-2-yl)phenyl)ethyl)carbamoyl)-4-methylphenyl)amino)azetidin-1-yl)methyl)phosphonic acid